C1(CC1)C1=NC=NC(=C1C1=NN2C(C(=N1)OCC1=CC=C(C=C1)C=1N(C=C(N1)C(F)(F)F)C)=CC=C2)OC 2-(4-cyclopropyl-6-methoxypyrimidin-5-yl)-4-((4-(1-methyl-4-(trifluoromethyl)-1H-imidazol-2-yl)benzyl)oxy)pyrrolo[2,1-f][1,2,4]triazine